isoquinolin-5-yl-(3-phenylpyrrolidin-1-yl)methanone C1=NC=CC2=C(C=CC=C12)C(=O)N1CC(CC1)C1=CC=CC=C1